5-(4-chloro-1H-indole-2-carbonyl)-6-methyl-N-[(2R)-1,1,1-trifluoropropan-2-yl]-4H,5H,6H,7H-pyrazolo[1,5-a]pyrazine-3-carboxamide ClC1=C2C=C(NC2=CC=C1)C(=O)N1CC=2N(CC1C)N=CC2C(=O)N[C@@H](C(F)(F)F)C